(5R)-5-methyl-2,4,5,7-tetrahydropyrazolo[3,4-c]pyridine-6-carboxylic acid tert-butyl ester C(C)(C)(C)OC(=O)N1CC=2C(C[C@H]1C)=CNN2